FC1=C(C(=CC=C1C(=O)C1=CNC2=NC=C(C=C21)C=2C=NC(=NC2)N2C[C@H](CC2)O)F)NS(=O)(=O)CCC (S)-N-(2,6-difluoro-3-(5-(2-(3-hydroxy-pyrrolidin-1-yl)-pyrimidin-5-yl)-1H-pyrrolo[2,3-b]-pyridine-3-carbonyl)-phenyl)propane-1-sulfonamide